C(C)C(CP([O-])=O)CCCC.[Ni+2].O1CCN(CC1)C1CCN(CC1)C=O.C(C)C(CP([O-])=O)CCCC (4-morpholinopiperidin-1-yl)Methanone nickel (2-ethylhexyl)phosphinate